butyl 6-(1-methylcyclopropyl)-2-azaspiro[3.3]heptane-2-carboxylate CC1(CC1)C1CC2(CN(C2)C(=O)OCCCC)C1